C(C)OC(=O)C1CN(C2=C(O1)C=CC(=C2)C2=C(C=NC=C2C)C)CC 6-(3,5-dimethylpyridine-4-yl)-4-ethyl-3,4-dihydro-2H-benzo[b][1,4]Oxazine-2-carboxylic acid ethyl ester